C(=O)(O)C(C1SC([C@@H](N1)C(=O)O)(C)C)NC(CC1=CC=CC=C1)=O (4S)-2-[carboxy[(phenylacetyl)amino]methyl]-5,5-dimethylthiazolidine-4-carboxylic acid